(R)-N-(1-(4-(6-((5-(azetidin-3-yl)pyridin-2-yl)amino)pyrimidin-4-yl)-2-methylphenyl)ethyl)-3-(tert-butyl)-1,2,4-oxadiazole-5-carboxamide N1CC(C1)C=1C=CC(=NC1)NC1=CC(=NC=N1)C1=CC(=C(C=C1)[C@@H](C)NC(=O)C1=NC(=NO1)C(C)(C)C)C